6-cyclopropyl-2-(thiazol-5-yl)pyrimidine-4-carboxylic acid C1(CC1)C1=CC(=NC(=N1)C1=CN=CS1)C(=O)O